phenethyl 2-methylbutyrate CC(C(=O)OCCC1=CC=CC=C1)CC